C(C)C1=C(C=CC(=C1)N1C[C@H]2CC[C@@H](C1)N2C)NC2=NC=C(C(=N2)NCCCN2C(C(OCCC2)(C)C)=O)C(F)(F)F 4-(3-((2-((2-ethyl-4-((1R,5S)-8-methyl-3,8-diazabicyclo[3.2.1]octan-3-yl)phenyl)amino)-5-(trifluoromethyl)pyrimidin-4-yl)amino)propyl)-2,2-dimethyl-1,4-oxazepan-3-one